tert-butyl (S,Z)-2-(4-(4-(4-(hydroxyamino)but-3-en-1-yl)phenyl)-2,3,9-trimethyl-6H-thieno[3,2-f][1,2,4]triazolo[4,3-a][1,4]diazepin-6-yl)acetate ONC=CCCC1=CC=C(C=C1)/C/1=N/[C@H](C=2N(C3=C1C(=C(S3)C)C)C(=NN2)C)CC(=O)OC(C)(C)C